COC=1C=C(C=CC1OC)C1=C(NC2=CN=C(C=C21)C2CCNCC2)C 3-(3,4-dimethoxyphenyl)-2-methyl-5-(piperidin-4-yl)-1H-pyrrolo[2,3-c]pyridine